propyl-propoxymagnesium C(CC)[Mg]OCCC